(S)-3-phenyl-3,4-dihydropyridine-1(2H)-carboxylate C1(=CC=CC=C1)[C@H]1CN(C=CC1)C(=O)[O-]